calcium magnesium hemihydrate O.[Mg].[Ca].[Ca].[Mg]